(1R,2R)-2-fluoro-N-(7-(6-((S)-1-hydroxypropyl)-4-methylpyridin-3-yl)-2,6-naphthyridin-3-yl)cyclopropane-1-carboxamide F[C@H]1[C@H](C1)C(=O)NC=1N=CC2=CC(=NC=C2C1)C=1C=NC(=CC1C)[C@H](CC)O